4-(1,3-Dioxoisoindolin-2-yl)benzenesulfonyl Chloride O=C1N(C(C2=CC=CC=C12)=O)C1=CC=C(C=C1)S(=O)(=O)Cl